CN1C=C2C3(C=4C(CC=C13)OC(N4)C(=O)OC(C)(C)C)C2=O tert-Butyl 6-methyl-4-oxo-8,8a-dihydro-1H-cyclopropa[c]oxazolo[4,5-e]indole-2(4H)-carboxylate